7-fluoro-N-(3-(4-isopropyl-4H-1,2,4-triazol-3-yl)phenyl)-3-oxo-3,4-dihydro-2H-benzo[b][1,4]oxazine-6-carboxamide FC=1C(=CC2=C(OCC(N2)=O)C1)C(=O)NC1=CC(=CC=C1)C1=NN=CN1C(C)C